N1=C(C=NC=C1)CN1[C@H]2CC(C[C@@H]1CC2)N2C=CC1=CC=C(C=C21)C(=O)N ((1R,3s,5S)-8-(pyrazin-2-ylmethyl)-8-azabicyclo[3.2.1]oct-3-yl)-1H-indole-6-carboxamide